COC(C1=CC=C(C=C1)[C@H]1[C@H](CCCC1)O)=O.C(C)(C)(C)[Si](C)(C)OC(=C)OC |r| tert-butyl-(1-methoxyvinyloxy)dimethylsilane Racemic-methyl-4-((1S*,2S*)-2-hydroxycyclohexyl)benzoate